N-methyl-1-(o-tolyl)methylamine HCl Cl.CNCC1=C(C=CC=C1)C